1,3-dichloro-2-isocyano-benzene ClC1=C(C(=CC=C1)Cl)[N+]#[C-]